C1(CC1)CN1C=NC=C1S(=O)(=O)NC=1C=CC(=C2C=CC=NC12)N1CCOCC1 3-(cyclopropylmethyl)-N-(5-morpholino-8-quinolyl)imidazole-4-sulfonamide